3-(3-chloro-5,6,7,8-tetrahydro-4H-pyrazolo[1,5-a][1,4]diazepin-2-yl)-5-methyl-1,2,4-oxadiazole ClC=1C(=NN2C1CNCCC2)C2=NOC(=N2)C